C(C)(C)(C)OC(=O)N1[C@@H](CN[C@H](C1)C)C.ClC=1C=CC(=C(C1)C1CCN(CC1)[C@H]1CC2(CN(C2)C(=O)C2(CC2)F)CC1)OC (R)-(6-(4-(5-chloro-2-methoxyphenyl)piperidin-1-yl)-2-azaspiro[3.4]oct-2-yl)(1-fluorocyclopropyl)methanone t-butyl-(2R,5S)-2,5-dimethylpiperazin-1-carboxylate